CN(C1=NC(=NC=C1)N1N=CC(=C1C(F)(F)F)C1=CN=C(N1C)C(=O)N)C 5-[1-[4-(dimethylamino)pyrimidin-2-yl]-5-(trifluoromethyl)pyrazol-4-yl]-1-methyl-imidazole-2-carboxamide